CN(\C=C/C(=O)OCC)C ethyl (Z)-3-(dimethylamino)acrylate